R-(tert-butyl)sulfinamide C(C)(C)(C)[S@@](=O)N